ClC1=C(OC=2C=C3CCN(CC3=CC2)CC=2N=NC=CC2)C(=CC(=C1)[N+](=O)[O-])Cl 6-(2,6-dichloro-4-nitrophenoxy)-2-(pyridazin-3-ylmethyl)-3,4-dihydroisoquinoline